C1(=CC=CC2=CC=CC=C12)N(C1=CC=CC=C1)C1=CC=C(C=C1)C1=CC=C(C=C1)N(C1=CC=CC2=CC=CC=C12)C1=CC=CC=C1 bis[N-(1-naphthyl)-N-phenyl-amino]-biphenyl